2-cyclohexyl-2-(3,3-difluoro-3-bromo-propyl)-1,3-dimethoxypropane C1(CCCCC1)C(COC)(COC)CCC(Br)(F)F